[2-(2,6-dioxopiperidin-3-yl)-6-fluoro-1,3-dioxo-2,3-dihydro-1H-isoindol-5-yl]-3-fluoroazetidine-3-carbaldehyde O=C1NC(CCC1N1C(C2=CC(=C(C=C2C1=O)N1CC(C1)(C=O)F)F)=O)=O